ClC1=C(C=C(C=C1)F)C1=NC(C2=CC(=CC(=C12)NC(C1=CC(=CC(=C1)C(F)(F)F)F)=O)C(=O)NC1CC(C1)(F)F)=O 1-(2-chloro-5-fluorophenyl)-N-(3,3-difluorocyclobutyl)-7-(3-fluoro-5-(trifluoromethyl)benzoylamino)3-oxo-isoindole-5-carboxamide